FC(S(=O)(=O)OC=1C=2C(N(C(C1)=O)C)=C(N(N2)C2OCCCC2)Cl)(F)F 3-chloro-4-methyl-5-oxo-2-(tetrahydro-2H-pyran-2-yl)-4,5-dihydro-2H-pyrazolo[4,3-b]pyridin-7-yl trifluoromethanesulfonate